N1=NC=C(C=C1)NC1=CC=2C(NCCOC2C=N1)=O 7-(pyridazin-4-ylamino)-3,4-dihydropyrido[4,3-f][1,4]oxazepin-5(2H)-one